NC(C)C1=CC(=C(C=C1)CC(=O)O)OCC=1C=C(C2=C(C=CO2)C1)C1=CC(=CC=C1)CN (-)-2-(4-(1-aminoethyl)-2-((7-(3-(aminomethyl)phenyl)benzofuran-5-yl)methoxy)phenyl)acetic acid